3-[6-[[(3S,4R)-1-[5-chloro-4-[(1-methyl-2-oxo-indolin-5-yl)amino]pyrimidin-2-yl]-3-(hydroxymethyl)-4-piperidinyl]amino]-1-methyl-indazol-3-yl]piperidine-2,6-dione ClC=1C(=NC(=NC1)N1C[C@@H]([C@@H](CC1)NC1=CC=C2C(=NN(C2=C1)C)C1C(NC(CC1)=O)=O)CO)NC=1C=C2CC(N(C2=CC1)C)=O